ClC1=CC=C(C(=N1)C#N)N[C@H](C)C=1C=C(C=C2C(C(=C(OC12)C1=NC=CC=C1F)C)=O)C 6-Chloro-3-[[(1R)-1-[2-(3-fluoro-2-pyridyl)-3,6-dimethyl-4-oxo-chromen-8-yl]ethyl]amino]pyridine-2-carbonitrile